C(#N)COC(COC(=O)C1(CCC1)OC1=C(C=C(C(=C1)N1C(N(C(=CC1=O)C(F)(F)F)C)=O)F)Cl)=O 2-(Cyanomethoxy)-2-oxoethyl-1-{2-chloro-4-fluoro-5-[3-methyl-2,6-dioxo-4-(trifluoromethyl)-3,6-dihydropyrimidin-1(2H)-yl]phenoxy}cyclobutancarboxylat